Cl.CC1=CC=2C(=C(N=CC2C(F)(F)F)N2CCN(CC2)C=O)N1 (4-(2-methyl-4-(trifluoromethyl)-1H-pyrrolo[2,3-c]pyridin-7-yl)piperazin-1-yl)methanone hydrochloride